N1C=C(C2=CC=CC=C12)CCNC1=NC(=NC2=C1OC[C@H](N2)COC)C=2C(=NC=CC2)O 3-[(7R)-4-[2-(1H-indol-3-yl)ethylamino]-7-(methoxymethyl)-7,8-dihydro-6H-pyrimido[5,4-b][1,4]oxazin-2-yl]pyridin-2-ol